ClC(C=C)C\C=C/CC (Z)-3-chloroocta-1,5-diene